ClC1=CC=C(C=C1)C(C)(C)NC(=O)C=1C=NN2C1C(N(C=C2C)C)=O N-(2-(4-chlorophenyl)propan-2-yl)-5,7-dimethyl-4-oxo-4,5-dihydropyrazolo[1,5-a]pyrazine-3-carboxamide